N1C(=NC=C1)C=1C=C(C=CC1)C=1C=C2C(=NC1)NC=C2/C=C/C(=O)N[C@H](C)C2=CC(=C(C=C2)OC)OC (R,E)-3-(5-(3-(1H-imidazol-2-yl)phenyl)-1H-pyrrolo[2,3-b]pyridin-3-yl)-N-(1-(3,4-dimethoxyphenyl)ethyl)acrylamide